potassium terephthalate salt C(C1=CC=C(C(=O)[O-])C=C1)(=O)[O-].[K+].[K+]